C(C)C(COC([C@H](CC1=CC(=CC(=C1)F)F)NC(=O)OC(C)(C)C)=O)CC.ClC=1C=NC=CC1C1=CC(=NN1)C(=O)N1CCC(CC1)C(=O)NC1CCC(CC1)C (5-(3-chloropyridin-4-yl)-1H-pyrazole-3-carbonyl)-N-(4-methylcyclohexyl)piperidine-4-carboxamide 2-ethylbutyl-(S)-2-((tert-butoxycarbonyl)amino)-3-(3,5-difluorophenyl)propanoate